5-((3-(trans-3-(4-(4-chloropyridin-2-yl)-1H-pyrazol-1-yl)cyclobutyl)propyl)amino)-2-(2,6-dioxopiperidin-3-yl)isoindoline-1,3-dione ClC1=CC(=NC=C1)C=1C=NN(C1)[C@@H]1C[C@H](C1)CCCNC=1C=C2C(N(C(C2=CC1)=O)C1C(NC(CC1)=O)=O)=O